CC1=NN(C2=NC(=NC=C21)N2CC1(C2)CN(CC1)C1=NC(=NC(=C1)C(F)(F)F)C)CC(F)(F)F 2-[3-methyl-1-(2,2,2-trifluoroethyl)-1H-pyrazolo[3,4-d]pyrimidin-6-yl]-6-[2-methyl-6-(trifluoromethyl)pyrimidin-4-yl]-2,6-diazaspiro[3.4]octane